5-chloro-N-[8-fluoro-2-methylimidazo[1,2-a]pyridin-6-yl]cinnoline-8-carboxamide ClC1=C2C=CN=NC2=C(C=C1)C(=O)NC=1C=C(C=2N(C1)C=C(N2)C)F